CC=1C=C(C=C(C1)C)C1=CC(=CC=C1)[C@H](CC(=O)O)NC(=O)NC=1C(N(C=C(C1O)C)C)=O (S)-3-(3',5'-dimethylbiphenyl-3-yl)-3-(3-(4-hydroxy-1,5-dimethyl-2-oxo-1,2-dihydropyridin-3-yl)ureido)propanoic acid